FC(OC=1C(=C(C=CC1N)C1=CC=C(C=C1)N)OC(F)(F)F)(F)F bistrifluoromethoxy-4,4'-diaminobiphenyl